C(C)OC(=C)C1=C(C=C(N=N1)N1C(COCC1)C)C1=CC=NN1CC 4-(6-(1-ethoxyvinyl)-5-(1-ethyl-1H-pyrazol-5-yl)pyridazin-3-yl)-3-methylmorpholine